BrCCC1C(CCCC1=C)(C)C 2-(2-Bromoethyl)-1,1-dimethyl-3-methylenecyclohexane